4-chlorobenzyl (4-((4-methylisoxazole-5-carboxamido)meth-yl)phenyl)carbamate CC=1C=NOC1C(=O)NCC1=CC=C(C=C1)NC(OCC1=CC=C(C=C1)Cl)=O